(+-)-1-(2,6-dichlorobenzyl)-N-(1-oxo-2,4,5,6-tetrahydro-1H-benzo[f][1,2,4]triazolo[4,3-a]azepin-4-yl)-1H-1,2,4-triazole-3-carboxamide ClC1=C(CN2N=C(N=C2)C(=O)N[C@H]2C=3N(C4=C(CC2)C=CC=C4)C(NN3)=O)C(=CC=C1)Cl |r|